tetrafluorophenylphosphonate FC=1C(=C(C(=C(C1)P([O-])([O-])=O)F)F)F